alpha-naphthylamine sulfate S(=O)(=O)(O)O.C1(=CC=CC2=CC=CC=C12)N